FC(C(=O)[O-])(F)F.[NH+]1=CC=CC2=CC=CC=C12 quinolin-1-ium 2,2,2-trifluoroacetate